ClC1=CC(=C(C=C1)N1CCC(CC1)(C(=O)N[C@H](CN(C)C)C)C=1C=C(C(=NC1)C=1C(=NC=CC1)OCC)F)C#N 1-(4-chloro-2-cyanophenyl)-N-[(2S)-1-(dimethylamino)propan-2-yl]-4-{2'-ethoxy-3-fluoro-[2,3'-bipyridin]-5-yl}piperidine-4-carboxamide